FC=1C=C2C(=CNC2=CC1F)NC(C(=O)NCC(C1=CC=CC=C1)N1C=NC=C1)=O N-(5,6-difluoro-1H-indol-3-yl)-N'-[2-(1H-imidazol-1-yl)-2-phenylethyl]ethanediamide